lead tricalcium silicate [Si]([O-])([O-])([O-])[O-].[Ca+2].[Ca+2].[Ca+2].[Pb+2].[Si]([O-])([O-])([O-])[O-]